C1(C=CC(N1CCCCCC(=O)N(CC(=O)O)C(CCCCCN1C(C=CC1=O)=O)=O)=O)=O bis-(6-maleimidocaproyl)glycine